3-((E)-2-(5-((E)-3-((2-aminophenyl)amino)-3-oxoprop-1-en-1-yl)pyrazin-2-yl)-1-phenylvinyl)benzamide NC1=C(C=CC=C1)NC(/C=C/C=1N=CC(=NC1)/C=C(\C1=CC=CC=C1)/C=1C=C(C(=O)N)C=CC1)=O